chloromethyl-diethylaminodiethoxysilane antimony tris(mercaptoethyl-isooctanoate) SCCC(C(=O)[O-])CCCC(C)C.SCCC(C(=O)[O-])CCCC(C)C.SCCC(C(=O)[O-])CCCC(C)C.[Sb+3].ClC[Si](OCC)(OCC)N(CC)CC